ClC1=CC(=NC=C1C#N)NC(=O)N1C2CCC1CC=1C(=NC=CC12)F (±)-N-(4-Chloro-5-cyanopyridin-2-yl)-1-fluoro-6,7,8,9-tetrahydro-5H-5,8-epiminocyclohepta[c]pyridine-10-carboxamide